C1(CCCCC1)CC(=O)NCCCCN(CCCCC)C1=C2CN(C(C2=CC=C1)=O)C1C(NC(CC1)=O)=O 2-cyclohexyl-N-(4-((2-(2,6-dioxopiperidin-3-yl)-1-oxoisoindolin-4-yl)(pentyl)amino)butyl)acetamide